NC1=NC(=CC(=N1)N1[C@H](COCCC1)C1=C(C=C(OC[C@@H](C)O)C=C1)Cl)C (R)-1-(4-((S)-4-(2-amino-6-methylpyrimidin-4-yl)-1,4-oxazepan-3-yl)-3-chlorophenoxy)-propan-2-ol